4-(((3R,4R)-1-benzyl-4-methylpiperidin-3-yl)(methyl)amino)-1H-pyrrolo[2,3-b]pyridine-5-carboxylic acid ethyl ester C(C)OC(=O)C=1C(=C2C(=NC1)NC=C2)N(C)[C@H]2CN(CC[C@H]2C)CC2=CC=CC=C2